CN(S(=O)(=O)N[C@@H]1[C@@H](N([C@@H](C1)C)C(=O)OC)COC1CC2CC2(CC1)C1=NC=CC=N1)C methyl (2R,3S,5R)-3-((N,N-dimethylsulfamoyl)amino)-5-methyl-2-(((6-(pyrimidin-2-yl)bicyclo[4.1.0]heptan-3-yl)oxy)methyl)pyrrolidine-1-carboxylate